C1=CC=CC=2C3=CC=CC=C3C(C12)COC(=O)N(CC(=O)O)CCN1CCC(CC1)(F)F N-(((9H-fluoren-9-yl)methoxy)carbonyl)-N-(2-(4,4-difluoropiperidin-1-yl)ethyl)glycine